P(=O)(OCC1=CC=CC=C1)(OCC1=CC=CC=C1)OCC1(COC1)CO dibenzyl [3-(hydroxymethyl)oxetan-3-yl]methyl phosphate